[C@@H]1(C[C@H](O)[C@@H](CO)O1)N1C(=S)NC(=O)C(C)=C1 2-thio-thymidine